CS(=O)(=O)C(C)(C)C1=NC(=NC=2N3[C@@H](COC[C@H]3COC12)C)N1C(=NC=C1)NC {1-[(5R,8aS)-1-(1-methanesulfonyl-1-methyl-ethyl)-5-methyl-5,6,8a,9-tetrahydro-8H-7,10-Dioxa-2,4,4b-triazaphenanthrene-3-yl]-1H-imidazol-2-yl}-methylamine